CN1N=CC(=C1)C1=CC=C(CNC2=NC=NC(=C2)C2=CN=C3N2C=CC(=C3)CCN3CCN(CC3)C3COC3)C=C1 [4-(1-methyl-1H-pyrazol-4-yl)-benzyl]-(6-{7-[2-(4-oxetan-3-yl-piperazin-1-yl)-ethyl]-imidazo[1,2-a]pyridin-3-yl}-pyrimidin-4-yl)-amine